COC(=O)C=1C=CC2=C(N(C(=N2)N)CCCCCO)C1.C(C1=CC=CC=C1)OC=1C(=C2C=C(C=NC2=CC1)Br)O[Si](C(C)C)(C(C)C)C(C)C 6-(benzyloxy)-3-bromo-5-((triisopropylsilyl)oxy)quinoline Methyl-2-amino-1-(5-hydroxypentyl)-1H-benzo[d]imidazole-6-carboxylate